CC1=CC=C(C(C=O)=C1)O 5-Methyl-salicylaldehyde